(E)-6-iodo-3-(2-(pyridin-2-yl)vinyl)-1-(tetrahydro-2H-pyran-2-yl)-1H-indazole IC1=CC=C2C(=NN(C2=C1)C1OCCCC1)\C=C\C1=NC=CC=C1